ClC1=CC(=NC(=C1)C1=NN(C=C1)C(F)F)C=1CN(CC1)C(=O)OCCCC butyl 3-(4-chloro-6-(1-(difluoromethyl)-1H-pyrazol-3-yl)pyridin-2-yl)-2,5-dihydro-1H-pyrrole-1-carboxylate